3-(5-((4-cyclopentyl-3-(trifluoromethyl)benzyl)oxy)-7-ethyl-1H-indol-1-yl)propionic acid C1(CCCC1)C1=C(C=C(COC=2C=C3C=CN(C3=C(C2)CC)CCC(=O)O)C=C1)C(F)(F)F